isopropyl ((((R,S)-(2R,3R,4R,5R)-5-(2,6-bis-methylamino-9H-purin-9-yl)-4-fluoro-3-hydroxy-4-methyltetrahydrofuran-2-yl)methoxy)-phenoxy-phosphoryl)-L-alaninate CNC1=NC(=C2N=CN(C2=N1)[C@H]1[C@]([C@@H]([C@H](O1)COP(=O)(OC1=CC=CC=C1)N[C@@H](C)C(=O)OC(C)C)O)(C)F)NC